O=C1NC(CCC1N1C(C2=CC=C(C=C2C1)CNC(=O)C=1COC2=CC(=CC(=C2C1)F)F)=O)=O N-((2-(2,6-dioxopiperidin-3-yl)-1-oxoisoindolin-5-yl)methyl)-5,7-difluoro-2H-chromene-3-carboxamide